2,2-Diphenylethyl isocyanate C1(=CC=CC=C1)C(CN=C=O)C1=CC=CC=C1